C1(CC2C(CC1)O2)CCCC[Si](OCCCC)(OCCCC)OCCCC (3,4-epoxycyclohexyl)butyl-tributoxysilane